BrCC1=C(C=CC=C1)[N+](=O)[O-] 1-(bromomethyl)-2-nitro-benzene